3-(2-(pyrazin-2-yl)pyridin-4-yl)-5-(trifluoromethyl)-1,2,4-oxadiazole N1=C(C=NC=C1)C1=NC=CC(=C1)C1=NOC(=N1)C(F)(F)F